4-bromo-1,1'-biphenyl-2,4',6-d3 BrC=1C=C(C(=C(C1)[2H])C1=CC=C(C=C1)[2H])[2H]